C(=C)C1(COC1)O 3-vinyloxetane-3-ol